C(=O)(OC(C)(C)C)NCCCCC(C(=O)O)C(=O)OC 6-((Boc)amino)-2-(methoxycarbonyl)hexanoic acid